8-chloro-3-iodo-6-(trifluoromethyl)imidazo[1,2-a]Pyridine ClC=1C=2N(C=C(C1)C(F)(F)F)C(=CN2)I